N[C@H](C(=O)O)C(C)N1N=CC2=CC=CC=C12 (S)-2-amino-3-(1H-indazol-yl)butanoic acid